4-(dipentanylamino)cyclohexanone C(CCCC)N(C1CCC(CC1)=O)CCCCC